(S)-3-(4-(1-acetyl-4-acryloylpiperazin-2-yl)-6-chloropyridin-2-yl)-5-fluoro-N-methylbenzamide C(C)(=O)N1[C@H](CN(CC1)C(C=C)=O)C1=CC(=NC(=C1)Cl)C=1C=C(C(=O)NC)C=C(C1)F